FC1=CC=C(C=C1)S(=O)(=O)ON1C(C(=C(C1=O)C1=CC=CC=C1)C1=CC=CC=C1)=O N-(4-fluorobenzenesulfonyloxy)diphenylmaleimide